(3Z)-1-iodo-13,13-diethoxy-3-tridecene ICC\C=C/CCCCCCCCC(OCC)OCC